C(CCCCCCCCCCCCCCCCCCCCCCCCC)(=O)O.[Ca] calcium cerotic acid